N[C@@H](CCCC[N+](C)(C)C)C(=O)O anti-laminin